C(C1=CC=CC=C1)N1C[C@H]2N([C@@H](C1)C)CC(C2)O (4R,8aS)-2-benzyl-4-methyl-3,4,6,7,8,8a-hexahydro-1H-pyrrolo[1,2-a]pyrazin-7-ol